6-chloro-8-cyclopropoxy-2-((((2S,4S)-4-fluoro-1-methylpyrrolidin-2-yl)methoxy)-7-(5-methyl-1H-indazol-4-yl)quinazolin-4-yl)piperazin-1-carboxylate ClC1CNCC(N1C(=O)[O-])C1=NC(=NC2=C(C(=CC=C12)C1=C2C=NNC2=CC=C1C)OC1CC1)OC[C@H]1N(C[C@H](C1)F)C